(Z)-2-(tert-Butoxycarbonylamino)-3-(1-methylcyclobutyl)acrylic acid tert-butyl ester C(C)(C)(C)OC(/C(=C/C1(CCC1)C)/NC(=O)OC(C)(C)C)=O